CC1OCCN(C1)C(C(C)C1=CC=C(C=C1)SC)=O 2-methyl-[4-(methylthio)phenyl]morpholino-1-propanone